(1R,3S)-3-(5-(1-(4-(1,3-dioxolan-2-yl)phenyl)-1H-pyrazole-4-carboxamido)-1-(tert-butyl)-1H-pyrazol-3-yl)cyclopentyl isopropylcarbamate C(C)(C)NC(O[C@H]1C[C@H](CC1)C1=NN(C(=C1)NC(=O)C=1C=NN(C1)C1=CC=C(C=C1)C1OCCO1)C(C)(C)C)=O